(R)-6-acetyl-2-((5-(4-(4-(1-chloroethyl)phenyl)piperazin-1-yl)pyridin-2-yl)amino)-8-cyclopentyl-5-methylpyrido[2,3-d]pyrimidin-7(8H)-one C(C)(=O)C1=C(C2=C(N=C(N=C2)NC2=NC=C(C=C2)N2CCN(CC2)C2=CC=C(C=C2)[C@@H](C)Cl)N(C1=O)C1CCCC1)C